CC(CC(CC(CCC(=O)O)C(=O)O)C(=O)O)C(=O)O octane-2,4,6,8-tetracarboxylic acid